tert-butyl N-methyl-N-[2-[2-[2-[2-(2-prop-2-ynoxyethoxy)ethoxy]ethoxy]ethoxy]ethyl]carbamate CN(C(OC(C)(C)C)=O)CCOCCOCCOCCOCCOCC#C